C(CCC)C1=CC=C(C=C)C=C1 para-Butylstyrol